F[C@H]1[C@@H](O[C@@H]([C@H]1O)CO)N1C(NC(C(=C1)C)=O)=O 1-[(2R,3R,4R,5R)-3-fluoro-4-hydroxy-5-(hydroxymethyl)oxolan-2-yl]-5-methyl-3H-pyrimidine-2,4-dione